(Z)-1-(3-(4-(trifluoromethyl)styryl)pyrrolidin-1-yl)prop-2-en-1-one FC(C1=CC=C(\C=C/C2CN(CC2)C(C=C)=O)C=C1)(F)F